FC1(CN(C1)C1=C2C(=NC=C1C(F)(F)F)NC(=C2)C2CCN(CC2)C)F 4-(3,3-difluoroazetidin-1-yl)-2-(1-methylpiperidin-4-yl)-5-(trifluoromethyl)-1H-pyrrolo[2,3-b]pyridine